ClC=1C=CC(=C(CN2N=C(N=N2)C2=CC=CC(=N2)C(CS(=O)(=O)N)(C)O)C1)F 2-(6-(2-(5-chloro-2-fluorobenzyl)-2H-tetrazol-5-yl)pyridin-2-yl)-2-hydroxypropane-1-sulfonamide